ClC1=C(C=C(N=N1)N(C=1SC=C(N1)C(=O)OCC)CCCN1CCOCC1)C ethyl 2-[(6-chloro-5-methylpyridazin-3-yl)[3-(morpholin-4-yl)propyl]amino]-1,3-thiazole-4-carboxylate